ClC1=C(OCC(=O)OCC)C=C(C=C1)[N+](=O)[O-] ethyl 2-chloro-5-nitrophenoxyacetate